1-tetradecyl-2-pyrrolidone C(CCCCCCCCCCCCC)N1C(CCC1)=O